C(C(=C)C)(=O)OC(CN=C=O)OCCN=C=O 2-(2-methacryloyloxyethylyloxy)ethyl isocyanate